2-sinapyl-sn-glycero-3-phosphoethanolamine C(\C=C\C1=CC(OC)=C(O)C(OC)=C1)O[C@H](CO)COP(=O)(O)OCCN